F[C@@H]1C[C@H](CN(C1)C)NC=1C=2N(C(=NN1)C1=C(C=C(C=C1)C(F)(F)F)O)C=CN2 2-(8-(((3R,5R)-5-fluoro-1-methylpiperidin-3-yl)amino)imidazo[1,2-d][1,2,4]triazin-5-yl)-5-(trifluoromethyl)phenol